COC1=C(C=CC(=C1)OC)C1=CC=C2CCN(C2=C1)C1=NC=NC2=CC=CC=C12 4-[6-(2,4-dimethoxyphenyl)-2,3-dihydro-1H-indol-1-yl]quinazoline